C1(CC1)CNC=1N=CC2=C(N1)C1(CN(CC1)CC=1N=CSC1)C(N(C2)C2=CC=C(C=C2)OC)=O 2-((cyclopropylmethyl)amino)-6-(4-methoxyphenyl)-1'-(thiazol-4-ylmethyl)-5H-spiro[pyrido[4,3-d]pyrimidin-8,3'-pyrrolidin]-7(6H)-one